2-{2-[(1R)-4-methyl-3-cyclohexen-1-yl]propyl}cyclopentanone CC1=CC[C@@H](CC1)C(CC1C(CCC1)=O)C